(3,5-dibromo-4-hydroxyphenyl)(2-ethylbenzofuran-3-yl)methanone BrC=1C=C(C=C(C1O)Br)C(=O)C1=C(OC2=C1C=CC=C2)CC